ClCCCN1CCC(CC1)F 1-(3-Chloropropyl)-4-fluoropiperidine